tert-butyl (1-isobutyl-6-(pyridin-4-yl)-1H-indol-3-yl)methylcarbamate C(C(C)C)N1C=C(C2=CC=C(C=C12)C1=CC=NC=C1)CNC(OC(C)(C)C)=O